(3-(6,7-dimethoxy-3-methyl-4-oxo-3,4-dihydro-phthalazin-1-yl)-benzyl)sulphonamide 1-methyl-1-(4-pyridyl)ethyl-carbamate CC(C)(C1=CC=NC=C1)NC(O)=O.COC=1C=C2C(N(N=C(C2=CC1OC)C=1C=C(CS(=O)(=O)N)C=CC1)C)=O